(4-((5-nitropyridin-2-yl)disulfanyl)phenyl)methanol acryloyloxyisobutyrate C(C=C)(=O)OC(C(=O)OCC1=CC=C(C=C1)SSC1=NC=C(C=C1)[N+](=O)[O-])(C)C